N[C@H](C(=O)NC1=NC=CC(=C1)[C@@H](CCC)N1C(N[C@@H](C1)C(F)(F)F)=O)C1CCC(CC1)(F)F (S)-2-amino-2-(4,4-difluorocyclohexyl)-N-(4-((R)-1-((S)-2-oxo-4-(trifluoromethyl)imidazolidin-1-yl)butyl)-pyridin-2-yl)acetamide